ClC1=C(C=C(C=N1)C1=C(C=C(C=C1)NC(CC1=C(C=CC=C1)Cl)=O)S(N)(=O)=O)OC N-[4-(6-chloro-5-methoxypyridin-3-yl)-3-sulfamoylphenyl]-2-(2-chlorophenyl)acetamide